tert-butyl (2-{[3'-fluoro-6'-nitro-2'-(trifluoromethyl)[1,1'-biphenyl]-3-yl]oxy}ethyl)carbamate FC=1C(=C(C(=CC1)[N+](=O)[O-])C1=CC(=CC=C1)OCCNC(OC(C)(C)C)=O)C(F)(F)F